CC1(OB(OC1(C)C)C=1C=NN(C1)CC1CC2(CN(C2)C(=O)OC(C)(C)C)C1)C tert-butyl 6-[[4-(4,4,5,5-tetramethyl-1,3,2-dioxaborolan-2-yl)pyrazol-1-yl]methyl]-2-azaspiro[3.3]heptane-2-carboxylate